C(C)OC(C(CC(C)C)N1C(C=CC(=C1)CCN1CC(C1)F)=O)=O.FC1CN(C1)CCC=1C=CC(N(C1)C(C(=O)O)CC(C)C)=O 2-(5-(2-(3-fluoroazetidin-1-yl)ethyl)-2-oxopyridin-1(2H)-yl)-4-methylpentanoic acid Ethyl-2-(5-(2-(3-fluoroazetidin-1-yl)ethyl)-2-oxopyridin-1(2H)-yl)-4-methylpentanoate